FC(CN1CC(N(CC1)CC1=C2C=CNC2=C(C=C1OC)C)C1=CC(=C(C(=O)O)C=C1)CC)F 4-(4-(2,2-Difluoroethyl)-1-((5-methoxy-7-methyl-1H-indol-4-yl)methyl)piperazin-2-yl)-2-ethylbenzoic acid